C(C1=C(C(=C(C=C1)CCC(C)C)CCC(C)C)N)C1=C(C(=C(C=C1)CCC(C)C)CCC(C)C)N methylenebis(diisoamyl-phenylene)diamine